The molecule is a glycol that is docosane bearing two hydroxy substituents located at positions 1 and 2. It derives from a hydride of a docosane. CCCCCCCCCCCCCCCCCCCCC(CO)O